C(C)N1N=NC=C1S(=O)(=O)Cl 1-ethyl-1H-1,2,3-triazole-5-sulfonyl chloride